Cl.O1CCCCC1 Oxane hydrochloride